3-benzyl-1,5-dihydrobenzo[e][1,3]dioxepine C(C1=CC=CC=C1)C1OCC2=C(CO1)C=CC=C2